COC(C1=C(C=C(C=C1)OC)C1=NN(C=N1)C1CC1)=O (1-cyclopropyl-1H-1,2,4-triazol-3-yl)-4-methoxybenzoic acid methyl ester